NC1=NC=CC=C1C1=NC=2C(=NC(=CC2)C2=CC=CC=C2)N1C=1C=CC(=NC1)NC(=O)C=1C(=C(C(=O)O)C=CC1)F 3-((5-(2-(2-aminopyridin-3-yl)-5-phenyl-3H-imidazo[4,5-b]pyridin-3-yl)pyridin-2-yl)carbamoyl)-2-fluorobenzoic acid